FC1(CNC1)COC(=O)N1CCC(CC1)NC1=CC(=NC=2N1N=CC2C(C)C)C2CCOCC2 4-((3-isopropyl-5-(tetrahydro-2H-pyran-4-yl)pyrazolo[1,5-a]pyrimidin-7-yl)amino)piperidine-1-carboxylic acid (3-fluoroazetidine-3-yl)methyl ester